(2S,3S)-2,3-difluoro-N-(2-(pyrrolidin-1-yl)-4-((4-(trifluoromethyl)benzyl)amino)phenyl)heptanamide F[C@@H](C(=O)NC1=C(C=C(C=C1)NCC1=CC=C(C=C1)C(F)(F)F)N1CCCC1)[C@H](CCCC)F